C1=CC=CC=2C3=CC=CC=C3C(C12)COC(=O)N([C@@H](CN(C(=O)[C@@H](CC(=O)O)CC)C)CC1=CC=C(C=C1)Cl)C (R)-3-(((R)-2-((((9H-fluoren-9-yl)methoxy)carbonyl)(methyl)amino)-3-(4-chlorophenyl)propyl)(methyl)carbamoyl)pentanoic acid